[(1S,4R)-7,7-Dimethyl-2-oxobicyclo[2.2.1]hept-1-yl]methansulfonat CC1([C@@]2(C(C[C@H]1CC2)=O)CS(=O)(=O)[O-])C